C1(=CC=CC=C1)C1=CC(=NO1)NS(=O)(=O)CCC N-(5-phenylisoxazol-3-yl)propane-1-sulfonamide